OCCN1CCN(CC1)CC1=NC=C(C(=O)NC=2SC=C(N2)C(C)(C)C2=CC=C(C=C2)OC)C=C1 6-((4-(2-hydroxyethyl)piperazin-1-yl)methyl)-N-(4-(2-(4-methoxyphenyl)propan-2-yl)thiazol-2-yl)nicotinamide